CC1=C(C(=O)O)C=C(C=C1)N1CCC2(CN(C2)C)CC1 2-methyl-5-(2-methyl-2,7-diazaspiro[3.5]nonan-7-yl)benzoic acid